C(CCC)CC(C(=O)OCC)(N)C(C)=O ethyl butyl-acetyl-aminopropionate